(2R,4S)-4-(3-bromo-4-formyl-5-[[2-(morpholin-4-yl)ethyl]amino]pyrazol-1-yl)-2-(methoxymethyl)pyrrolidine-1-carboxylic acid tert-butyl ester C(C)(C)(C)OC(=O)N1[C@H](C[C@@H](C1)N1N=C(C(=C1NCCN1CCOCC1)C=O)Br)COC